COC1=NC=C(C2=C1N=C(S2)NC(=O)N2CC1(CC2)CCOCC1)C1=CC=CC=C1 N-[4-methoxy-7-phenyl-[1,3]thiazolo[4,5-c]pyridin-2-yl]-8-oxa-2-azaspiro[4.5]decane-2-carboxamide